O1CC(CC1)NC=1C=CC=C2CCN(CC12)C=O (8-((tetrahydrofuran-3-yl)amino)-3,4-dihydroisoquinolin-2(1H)-yl)methanone